2,7-Dimethylthioanthracene CSC1=CC2=CC3=CC(=CC=C3C=C2C=C1)SC